Cl.C[C@@H]1N[C@H](C1)C (2S,4S)-2,4-dimethyl-azetidine hydrochloride